COC1=NC=C(C=N1)C=1C=CC(=NC1)N([C@@H]1CC[C@H](CC1)NC(OC(C)(C)C)=O)C(NCC1=NC=CC=C1)=O tert-butyl (trans-4-((5-(2-methoxypyrimidin-5-yl)pyridin-2-yl)((pyridin-2-ylmethyl)carbamoyl)amino)cyclohexyl)carbamate